ethyl 3-mercaptopropanoate SCCC(=O)OCC